FC(CO)(F)C=1C=C(C=CC1)[C@@H](C)NC=1C2=C(N=C(N1)C)N=C(C(=C2)C2(CC2)C#N)OC (R)-1-(4-((1-(3-(1,1-difluoro-2-hydroxyethyl)phenyl)ethyl)amino)-7-methoxy-2-methylpyrido[2,3-d]pyrimidin-6-yl)cyclopropane-1-carbonitrile